N-[2-[[(2S)-2-amino-5-(carbamoylamino)pentanoyl]amino]ethyl]-4-[[3-(2,3-difluoro-4-methoxyphenyl)imidazo[1,2-a]pyrazin-8-yl]amino]-2-ethylbenzamide N[C@H](C(=O)NCCNC(C1=C(C=C(C=C1)NC=1C=2N(C=CN1)C(=CN2)C2=C(C(=C(C=C2)OC)F)F)CC)=O)CCCNC(N)=O